C(C)(C)(C)OC(NCCCC=1SC(=C(N1)C1=C(C(=CC=C1)NS(=O)(=O)C1=C(C=CC(=C1)F)F)F)C1=NC(=NC=C1)NC(=O)C=C)=O (3-{5-(2-Acrylaminopyrimidin-4-yl)-4-[3-(2,5-difluorobenzenesulfonylamino)-2-fluorophenyl]-thiazol-2-yl}-propyl)-carbamic acid tert-butyl ester